butyl (3-methoxy-2-nitrophenyl)(naphthalen-2-ylmethyl)carbamate COC=1C(=C(C=CC1)N(C(OCCCC)=O)CC1=CC2=CC=CC=C2C=C1)[N+](=O)[O-]